isopropylidenebisphenol diphosphite OP(O)OP(O)O.C(C)(C)(C1=C(C=CC=C1)O)C1=C(C=CC=C1)O